OCN(S(=O)(=O)C=1C=NN(C1)C1=NC=CC(=C1)C1CC(C1)OC)C=1C=CC=C2C=NN(C12)C N-(hydroxymethyl)-1-[4-(3-methoxycyclobutyl)pyridin-2-yl]-N-(1-methylindazol-7-yl)pyrazole-4-sulfonamide